C1(CC1)OC=1C=C(C=CC1OC)C1=NC(=NS1)C1CB(OC1)O 4-(5-(3-Cyclopropoxy-4-methoxyphenyl)-1,2,4-thiadiazol-3-yl)-1,2-oxaborolan-2-ol